C1(=CC=CC=C1)C1CC2(OCCO2)CC(P1C1=C(C=CC=C1C1=C(C=CC=C1OC)OC)C1=C(C=CC=C1OC)OC)C1=CC=CC=C1 1,4-dioxa-7,9-diphenyl-8-[2,6-bis(2,6-dimethoxyphenyl)phenyl]-8-phospha-spiro[4.5]decane